(9-fluorenylmethoxycarbonyl)-glutamic acid-1-tert-butyl ester C(C)(C)(C)OC([C@@H](NC(=O)OCC1C2=CC=CC=C2C=2C=CC=CC12)CCC(=O)O)=O